CC(CCCCCC)S 2-Octanethiol